O1C(CC1)CN1C=NC2=C1C=C(C=C2)C(=O)[O-] 1-((oxetan-2-yl) methyl)-1H-benzo[d]imidazole-6-carboxylate